5-bromo-N-cyclopropyl-6-methylpicolinamide BrC=1C=CC(=NC1C)C(=O)NC1CC1